(S)-3-(5-(4-((1-(4-((1R,2S)-6-Hydroxy-2-isopentyl-1,2,3,4-tetrahydronaphthalen-1-yl)phenyl)piperidin-4-yl)methyl)piperazin-1-yl)-1-oxoisoindolin-2-yl)piperidine-2,6-dione OC=1C=C2CC[C@@H]([C@@H](C2=CC1)C1=CC=C(C=C1)N1CCC(CC1)CN1CCN(CC1)C=1C=C2CN(C(C2=CC1)=O)[C@@H]1C(NC(CC1)=O)=O)CCC(C)C